2-phenyl-5-(trifluoromethyl)pyrazole-3-amine C1(=CC=CC=C1)N1N=C(C=C1N)C(F)(F)F